2-(4-amino-6-methyl-9H-pyrido[2',3':4,5]pyrrolo[2,3-d]pyrimidin-9-yl)acetic acid NC=1C2=C(N=CN1)N(C1=C2N=C(C=C1)C)CC(=O)O